FC1=C(C=CC=C1)C1NC2=CC=CC=C2C(N1)=O 2-(2-fluorophenyl)-2,3-dihydro-quinazolin-4(1H)-one